4-piperidinecarboxylic acid maleic acid salt C(\C=C/C(=O)O)(=O)O.N1CCC(CC1)C(=O)O